diethyl 3,3'-oxydipropionate O(CCC(=O)OCC)CCC(=O)OCC